tert-butyl 2-((3-bromo-2-chlorophenyl) thio)-1-methyl-1,4,6,7-tetrahydro-5H-imidazo[4,5-c]pyridine-5-carboxylate BrC=1C(=C(C=CC1)SC=1N(C2=C(CN(CC2)C(=O)OC(C)(C)C)N1)C)Cl